OC1S(OC2=C1C=CC=C2)=O hydroxyoxo-benzoxathiol